FC=1C=NC=CC1C1=C(C=2C(NCC3(C2N1)CN(CC3)C(=O)OC)=O)I methyl 2'-(3-fluoropyridin-4-yl)-3'-iodo-4'-oxo-5',6'-dihydro-1'H-spiro[pyrrolidine-3,7'-pyrrolo[3,2-c]pyridine]-1-carboxylate